methyl 5-acetamido-5'-chloro-2',4'-difluoro-2-iodo-[1,1'-biphenyl]-4-carboxylate C(C)(=O)NC=1C(=CC(=C(C1)C1=C(C=C(C(=C1)Cl)F)F)I)C(=O)OC